4-(((1,3-dimethyl-1H-pyrazolo[3,4-d]pyrimidin-4-yl)amino)methyl)-benzenesulfonamide CN1N=C(C=2C1=NC=NC2NCC2=CC=C(C=C2)S(=O)(=O)N)C